12-oxo-dodecanoate O=CCCCCCCCCCCC(=O)[O-]